C(C)P(CC1=CC(=C(C(=C1)C(C)(C)C)O)C(C)(C)C)CC diethyl-3,5-di-tert-butyl-4-hydroxybenzylphosphine